N[C@H](C=1N=C2N(N=CC(=C2)CN2C(NCC(C2)(F)F)=O)C1)C1CCC(CC1)(F)F (S)-1-((2-(Amino(4,4-difluorocyclohexyl)methyl)imidazo[1,2-b]pyridazin-7-yl)methyl)-5,5-difluorotetrahydropyrimidin-2(1H)-one